2-amino-1-(1H-indol-3-yl)ethanol NCC(O)C1=CNC2=CC=CC=C12